CC=1SC(=CC1C(=O)N)C1=NC(=NC=C1C(F)(F)F)N[C@@H]1[C@@H](CN(CC1)S(=O)(=O)C=1N=CN(C1)C)C 2-methyl-5-(2-(((3R,4S)-3-methyl-1-((1-methyl-1H-imidazol-4-yl)sulfonyl)piperidin-4-yl)amino)-5-(trifluoromethyl)pyrimidin-4-yl)thiophene-3-carboxamide